C(C)OC(CC(CCC(=C(F)F)F)(C)O)=O 6,7,7-trifluoro-3-hydroxy-3-methyl-6-heptenoic acid ethyl ester